O[C@@]1(C(N([C@@H](C1)C(F)(F)F)C)=O)C1=CC(=NO1)C1=NC(=CC=C1)C1=NC(=NC=C1)NC1=NN(C=C1)C (3R,5S)-3-Hydroxy-1-methyl-3-(3-(6-(2-((1-methyl-1H-pyrazol-3-yl)amino)pyrimidin-4-yl)pyridin-2-yl)isoxazol-5-yl)-5-(trifluoromethyl)pyrrolidin-2-one